2-amino-N-[1-(3-chloro-2-fluoro-phenyl)-2,2,3,3,3-pentafluoro-propyl]-N-cyclopropyl-acetamide NCC(=O)N(C1CC1)C(C(C(F)(F)F)(F)F)C1=C(C(=CC=C1)Cl)F